N1C=C(C2=CC=CC=C12)C1=C(N=C(O1)C1=C(C=CC=C1)OC)C(=O)O 5-(1H-indol-3-yl)-2-(2-methoxyphenyl)oxazole-4-carboxylic acid